C(#N)C=1C=C2CN(CC2=CC1)C(C)C1=C2C=CN(C2=C(C=C1OC)C)C(=O)OC(C)(C)C tert-butyl 4-(1-(5-cyanoisoindolin-2-yl)ethyl)-5-methoxy-7-methyl-1H-indole-1-carboxylate